CN(C(C1=C(C=C(C=C1)C1=CN(C2=NC=C(N=C21)C2=CC(=C1CCN(CC1=C2)CCC(=O)NC)C)S(=O)(=O)C2=CC=C(C)C=C2)C)=O)C N,N,2-trimethyl-4-(2-(5-methyl-2-(3-(methylamino)-3-oxopropyl)-1,2,3,4-tetrahydroisoquinolin-7-yl)-5-tosyl-5H-pyrrolo[2,3-b]pyrazin-7-yl)benzamide